N-[6-[2-cyano-2-(hydroxymethyl)-2-methyl-ethoxy]-1-[[2-(trimethylsilyl)ethoxy]methyl]pyrrolo[2,3-b]pyridin-5-yl]-4-methylbenzenesulfonamide C(#N)C(COC1=C(C=C2C(=N1)N(C=C2)COCC[Si](C)(C)C)NS(=O)(=O)C2=CC=C(C=C2)C)(C)CO